ClC1=NC(=CC(=N1)C(=O)N1CC2=CC=CC=C2C1)NC1=C(C=CC=C1)OC (2-chloro-6-((2-methoxyphenyl)amino)pyrimidin-4-yl)(isoindolin-2-yl)methanone